tert-butyl (R)-4-((1-(3-(2,6-bis(benzyloxy)pyridin-3-yl)-1-methyl-1H-indazol-6-yl)pyrrolidin-3-yl)methyl)piperazine-1-carboxylate C(C1=CC=CC=C1)OC1=NC(=CC=C1C1=NN(C2=CC(=CC=C12)N1C[C@H](CC1)CN1CCN(CC1)C(=O)OC(C)(C)C)C)OCC1=CC=CC=C1